ClC=1C(=C(C(=CC1Cl)Cl)OC(C(=O)OC1=C(C(=C(C=C1Cl)Cl)Cl)C(=O)OCC1=CC=C(C=C1)CC)=O)C(=O)OCC1=CC=C(C=C1)CC bis(3,4,6-trichloro-2-{[(4-ethylphenyl)methoxy] carbonyl} phenyl)oxalate